NC1=C(SC2=NC(=CN=C21)C)C(=O)NC2CC=1C=CC(=NC1CC2)N2CC1(CCOC1)C(C2)N 7-amino-N-(2-{9-amino-2-oxa-7-azaspiro[4.4]nonan-7-yl}-5,6,7,8-tetrahydroquinolin-6-yl)-3-methylthieno[2,3-b]pyrazine-6-carboxamide